5-(7,8-Dimethyl-[1,2,4]triazolo[1,5-a]pyridin-6-yl)-6-isopropyl-1-(4-(3-methoxyazetidin-1-yl)cyclohexyl)-1,3-dihydro-2H-benzo[d]imidazol-2-on CC1=C(C=2N(C=C1C1=CC3=C(N(C(N3)=O)C3CCC(CC3)N3CC(C3)OC)C=C1C(C)C)N=CN2)C